C(C1=CC=CC=C1)N(CCCN)C=1SC(=C(N1)C1=CC(=C(C=C1)Cl)Cl)CC(C)C N1-benzyl-N1-(4-(3,4-dichlorophenyl)-5-isobutylthiazol-2-yl)propane-1,3-diamine